2-((4-((6-((4-cyano-2-fluorophenoxy)methyl)pyridin-2-yl)oxy)piperidin-1-yl)methyl)-1-((1-ethyl-5-oxopyrrolidin-2-yl)methyl)-1H-benzo[d]imidazole-6-carboxylic acid C(#N)C1=CC(=C(OCC2=CC=CC(=N2)OC2CCN(CC2)CC2=NC3=C(N2CC2N(C(CC2)=O)CC)C=C(C=C3)C(=O)O)C=C1)F